(R)-8-(Benzyloxy)-5-(2-((5,6-diethyl-2,3-dihydro-1H-inden-2-yl)amino)-1-fluoroethyl)Quinolin-2(1H)-one C(C1=CC=CC=C1)OC=1C=CC(=C2C=CC(NC12)=O)[C@H](CNC1CC2=CC(=C(C=C2C1)CC)CC)F